BrCCCC=C 1-bromo-4-pentene